tert-butyl (E)-(2-(((2-(((2,6-dimethylpyridin-4-yl)methyl)amino)benzo[d]oxazol-6-yl)oxy)methyl)-3-fluoroallyl)carbamate CC1=NC(=CC(=C1)CNC=1OC2=C(N1)C=CC(=C2)OC\C(\CNC(OC(C)(C)C)=O)=C\F)C